C(C)(C)(C)OC(=O)N1[C@H](CN(CC1)C=1C2=C(N=C(N1)C(=O)O)OC(CC2)C2=CC=CC1=CC=CC=C21)CC#N 4-((S)-4-(tert-butoxycarbonyl)-3-(cyanomethyl)piperazin-1-yl)-7-(naphthalen-1-yl)-6,7-dihydro-5H-pyrano[2,3-d]pyrimidine-2-carboxylic acid